OCC1=NC=CC(=C1)CN1C[C@@H](CCC1)NC(OC(C)(C)C)=O tert-butyl (R)-(1-((2-(hydroxymethyl)pyridin-4-yl)methyl)piperidin-3-yl)carbamate